C(C1CO1)OCC1CO1 di(2,3-epoxypropyl)ether